tetrahydroxyBenzophenone C1=CC(=C(C=C1C(=O)C2=C(C=C(C=C2)O)O)O)O